4-acetamido-5-[4-fluoro-2-({phenyl[4-(propan-2-yl)phenyl]methyl}carbamoyl)pyrrolidin-1-yl]-5-oxopentanoic acid C(C)(=O)NC(CCC(=O)O)C(=O)N1C(CC(C1)F)C(NC(C1=CC=C(C=C1)C(C)C)C1=CC=CC=C1)=O